2-[(7-amino-1-oxo-4-{1H-pyrazolo[4,3-b]pyridin-3-yl}-2,3-dihydro-1H-isoindol-2-yl)methyl]prop-2-enenitrile NC=1C=CC(=C2CN(C(C12)=O)CC(C#N)=C)C1=NNC=2C1=NC=CC2